CN1COCC1(C)C 3,4,4-trimethyloxazolidine